ClC1=C2C=C(N(C2=C(C=C1)F)CCNC1=CC(=NC=N1)C1=CC(=C(C(=O)O)C=C1)OCC)C 4-{6-[2-(4-Chloro-7-fluoro-2-methyl-indol-1-yl)-ethylamino]-pyrimidin-4-yl}-2-ethoxybenzoic acid